4,6-dimethylcaprylic acid CC(CCC(=O)O)CC(CC)C